N-(4-cyclobutyl-3-(difluoro(phenyl)methyl)-1-methyl-1H-pyrazol-5-yl)-3,3-difluorocyclobutane-1-carboxamide C1(CCC1)C=1C(=NN(C1NC(=O)C1CC(C1)(F)F)C)C(C1=CC=CC=C1)(F)F